OC1=CC=C(C=C1)C1N(C(N(C1)C1C(N(C(CC1)=O)C(=O)OC(C)(C)C)=O)=O)C Tert-Butyl 3-(4-(4-hydroxyphenyl)-3-methyl-2-oxoimidazolidin-1-yl)-2,6-dioxopiperidine-carboxylate